CCCCC/C=C\\C/C=C\\C/C=C\\C/C=C\\CCCCCCCCCC(=O)CC(=O)SCCNC(=O)CCNC(=O)[C@@H](C(C)(C)COP(=O)([O-])OP(=O)([O-])OC[C@@H]1[C@H]([C@H]([C@@H](O1)N2C=NC3=C(N=CN=C32)N)O)OP(=O)([O-])[O-])O The molecule is a 3-oxo-fatty acyl-CoA(4-) arising from deprotonation of the phosphate and diphosphate functions of (13Z,16Z,19Z,22Z)-3-oxooctacosatetraenoyl-CoA. It is a 3-oxo-fatty acyl-CoA(4-), an 11,12-saturated fatty acyl-CoA(4-) and an ultra-long-chain 3-oxoacyl-CoA(4-). It is a conjugate base of a (13Z,16Z,19Z,22Z)-3-oxooctacosatetraenoyl-CoA.